(4-(((4-(2-((6-(1,2,3-thiadiazol-5-yl)-1H-indazol-4-yl)amino)ethoxy)butyl)amino)methyl)-2-(trifluoromethoxy)phenyl)methanol S1N=NC=C1C1=CC(=C2C=NNC2=C1)NCCOCCCCNCC1=CC(=C(C=C1)CO)OC(F)(F)F